C1(=CC=CC2=CC=CC=C12)C=O Naphthalinformaldehyd